C1(CCC1)=CC1=NC(=NC=C1)N 4-(cyclobutylidenemethyl)pyrimidin-2-amine